N[C@H](C(=O)O)CCC#N (S)-2-AMINO-4-CYANOBUTYRIC ACID